(R)-5-(7,8-dimethyl-[1,2,4]triazolo[1,5-a]pyridin-6-yl)-6-isopropyl-2-(2-methyl-4-(oxetan-3-yl)piperazin-1-yl)-4H-pyrrolo[3,2-d]thiazole CC1=C(C=2N(C=C1C1=C(C=3N=C(SC3N1)N1[C@@H](CN(CC1)C1COC1)C)C(C)C)N=CN2)C